NC1CN(CC1)CCNC1=NC(=CC2=C1N=C(N=C2)N[C@H]2[C@H](COC2)NC(C=C)=O)C2=C(C(=CC(=C2Cl)OC)OC)Cl N-((3R,4S)-4-((8-((2-(3-amino-pyrrolidin-1-yl)ethyl)amino)-6-(2,6-dichloro-3,5-dimethoxy-phenyl)pyrido[3,4-d]pyrimidin-2-yl)amino)tetrahydrofuran-3-yl)acrylamide